C(C(=C)C)(=O)NC1=C(C=C(C(=O)O)C=C1)C(F)(F)F 4-methacrylamido-3-(trifluoromethyl)benzoic acid